C1(CC1)N1C=C(C(C2=CC(=C(C=C12)N1C[C@@H](OCC1)CO)F)=O)CN(CC1=CC(=NC=C1)C)[C@@H]1CN(CCC1)C=1C=NC(=CC1)C 1-cyclopropyl-6-fluoro-7-[(2R)-2-(hydroxymethyl)morpholin-4-yl]-3-({[(3S)-1-(6-methylpyridin-3-yl)piperidin-3-yl][(2-methylpyridin-4-yl)methyl]amino}methyl)-1,4-dihydroquinolin-4-one